NC[C@@H](C)O (R)-1-aminopropane-2-ol